FC(C1=CC(=NC=C1)CC(=O)O)(F)F 2-(4-trifluoromethylpyridin-2-yl)acetic acid